CC=1NC(=CC1C(=O)O)C 2,5-DIMETHYLPYRROLE-3-CARBOXYLIC ACID